NC=1C2=CC=CC=C2N=C2CC(CC(C12)O)(C)C 9-Amino-3,3-dimethyl-1,2,3,4-tetrahydro-acridin-1-ol